C(CCC)C1(C=C(C(=O)OCCC)C(=O)OCCC)CC=CC=C1 di-n-propyl (1-n-butylbenzylidene)malonate